N-(methylcarbamoyloxy)thioacetimidate CNC(=O)ON=C(C)[S-]